C(C)(C)(C)OC(=O)NC=1C=C(C(=O)OC)C(=CN1)Cl methyl 2-((tert-butoxycarbonyl)amino)-5-chloroisonicotinate